FC(CN1N=C(C2=NC(=CC(=C21)N2C[C@H](CCC2)O)C2=CC=NN2C)C2=CC=NN2)F (S)-1-(1-(2,2-difluoroethyl)-5-(1-methyl-1H-pyrazol-5-yl)-3-(1H-pyrazole-5-yl)-1H-pyrazolo[4,3-b]pyridin-7-yl)piperidin-3-ol